C1(CC1)C1=NNC(=C1)NC(C(C)C=1C=NN(C1)C1=CC(=CC(=C1)F)C(F)F)=O N-(3-cyclopropyl-1H-pyrazol-5-yl)-2-(1-(3-(difluoromethyl)-5-fluorophenyl)-1H-pyrazol-4-yl)propanamide